B([O-])([O-])OB([O-])[O-].C[Si+4](C1=CC=CC=C1)C dimethylphenyl-silicon diborate